C(C)OC(C(C)(C1=CC=CC=C1)Br)=O 2-bromo-2-phenylpropanoic acid ethyl ester